C[C@H]1[C@@H]([C@H]([C@H]([C@@H](O1)O[C@@H]2[C@H]([C@@H]([C@H](O[C@H]2O[C@H]3CO[C@H]([C@@H]([C@H]3O)O[C@H]4[C@@H]([C@H]([C@@H]([C@H](O4)CO)O)O)O)O[C@H]5CC[C@@]6([C@H]7CC[C@@]89[C@@H]1CC(CC[C@]1(CO8)[C@@H](C[C@]9([C@@]7(CC[C@H]6C5(C)C)C)C)O)(C)C)C)CO)O)O)O)O)O The molecule is a triterpenoid saponin isolated from Myrsine australis and Ardisia japonica and has been shown to exhibit antineoplastic activity. It has a role as an antineoplastic agent and a plant metabolite. It is a triterpenoid saponin, a hexacyclic triterpenoid, a tetrasaccharide derivative and a bridged compound.